C(C)(C)(C)OC(CCC1=C(C=CC=C1)C1=C(C=CC=C1)P(C1=CC=CC=C1)C1=CC=CC=C1)=O 3-(2'-(diphenylphosphino)-[1,1'-biphenyl]-2-yl)propionic acid tert-butyl ester